CC1=C(C(=O)NC=2C=CC=C3C=CC=NC23)C(=CC=C1)CC=C(CCCCC)C1=CC=CC=C1 2-methyl-6-(3-phenyloct-2-en-1-yl)-N-(quinolin-8-yl)benzamide